ethyl 6-({3-[5-(1,3-dioxolan-2-yl)pyridin-2-yl]phenyl}amino)-8-{[(4-methoxyphenyl)methyl](methyl)amino}imidazo[1,2-b]pyridazine-3-carboxylate O1C(OCC1)C=1C=CC(=NC1)C=1C=C(C=CC1)NC=1C=C(C=2N(N1)C(=CN2)C(=O)OCC)N(C)CC2=CC=C(C=C2)OC